FC(C1=NN(C(=N1)[C@H](C)N1C(C2=CC=CC=C2C1=O)=O)C1=NC=CC=N1)(F)F 2-[(1S)-1-[3-(trifluoromethyl)-1-(2-pyrimidinyl)-1H-1,2,4-triazol-5-yl]ethyl]-1H-isoindole-1,3(2H)-dione